1-(5-methoxy-2,2-dimethyl-2H-chromen-6-yl)-3-(2-(3-(trifluoromethoxy)phenyl)-1H-benzo[d]imidazol-5-yl)urea COC1=C2C=CC(OC2=CC=C1NC(=O)NC1=CC2=C(NC(=N2)C2=CC(=CC=C2)OC(F)(F)F)C=C1)(C)C